4-cyclohexyl-N2-(2,2-difluoro-2-(4-methoxyphenyl)ethyl)-5-(1-methyl-1H-pyrazol-4-yl)pyrimidine-2,4-diamine C1(CCCCC1)C1(NC(=NC=C1C=1C=NN(C1)C)NCC(C1=CC=C(C=C1)OC)(F)F)N